COC(/C(=N/OC)/C1=C(C=CC=C1)CCl)=O.O=C1NC(CCC1N1C(C(=CC1=O)NC=1C=C(C=CC1)C(CC(=O)NC1=CC(=CC=C1)C(F)(F)F)C)=O)=O 3-(3-((1-(2,6-dioxopiperidin-3-yl)-2,5-dioxo-2,5-dihydro-1H-pyrrol-3-yl)amino)phenyl)-N-(3-(trifluoromethyl)phenyl)butanamide methyl-E-2-(2-chloromethylphenyl)-2-methoxyiminoacetate